(1aRS,7bSR)-5-{2-[(Z)-3-(azetidin-1-yl)propyl]-4-fluorobenzenesulfonylamino}-1,1a,2,7b-tetrahydrocyclopropa[c]chromene-4-carboxylic acid N1(CCC1)CCCC1=C(C=CC(=C1)F)S(=O)(=O)NC1=CC=C2[C@@H]3[C@H](COC2=C1C(=O)O)C3 |r|